benzylamine lead iodide [Pb](I)I.C(C1=CC=CC=C1)N